ClC1=C(C=CC(=C1)Cl)/C(=C(/C=1C(=C2C=NNC2=CC1)F)\C1=CC=C(C=C1)C(C(=O)O)=C)/CCF 4-((E)-2-(2,4-dichlorophenyl)-4-fluoro-1-(4-fluoro-1H-indazol-5-yl)but-1-en-1-yl)phenyl-acrylic acid